C1(CCC1)CC1(NC(OC2=C1C=CC=C2)=O)C=2SC=CC2 4-cyclobutylmethyl-4-(2-thienyl)-1,3-benzoxazine-2(4H)-one